BrC1=NC=C(C=C1CN1N=NC(=C1)CC)F 2-bromo-3-((4-ethyl-1H-1,2,3-triazol-1-yl)methyl)-5-fluoropyridine